OCCNCCCN 3-(2-hydroxyethylamino)propylamine